BrC=1C(=NC=C(C1)F)C(=O)N[C@@](CO)(CCCC)C (R)-3-bromo-5-fluoro-N-(1-hydroxy-2-methylhex-2-yl)pyridineamide